(cis)-Methyl 2-(4-(5-(ethoxycarbonyl)-6-(3-fluoro-2-methylphenyl)-2-(thiazol-2-yl)-3,6-dihydropyrimidin-4-yl)cyclohexyl)oxazole-4-carboxylate C(C)OC(=O)C1=C(NC(=NC1C1=C(C(=CC=C1)F)C)C=1SC=CN1)[C@H]1CC[C@H](CC1)C=1OC=C(N1)C(=O)OC